N=1N=CCC1C(=O)O Pyrazole-5(4H)-carboxylic acid